S1C(=NC2=C1C=CC=C2)C([C@H](C[C@H]2C(NCC2)=O)NC(OC(C)(C)C)=O)=O tert-butyl ((S)-1-(benzo[d]thiazol-2-yl)-1-oxo-3-((S)-2-oxopyrrolidin-3-yl)propan-2-yl)carbamate